C[C@@H]1CN([C@H](CN1C(=O)C2=C(C=C3C(=C2)C(=CN3C)C(=O)C(=O)N(C)C)Cl)C)CC4=CC=C(C=C4)F The molecule is an indolecarboxamide obtained by formal condensation of the carboxy group of 6-chloro-3-[(dimethylamino)(oxo)acetyl]-1-methylindole-5-carboxylic acid with the secondary amino group of (2S,5R)-1-[(4-fluorophenyl)methyl]-2,5-dimethylpiperazine. It is a potent inhibitor of MAPK and exhibits anti-cancer properties. It has a role as an EC 2.7.11.24 (mitogen-activated protein kinase) inhibitor, an apoptosis inducer and an antineoplastic agent. It is a N-acylpiperazine, a N-alkylpiperazine, an aromatic amide, a member of monofluorobenzenes, a chloroindole, an indolecarboxamide, a dicarboxylic acid diamide and an aromatic ketone.